ClC=1C(=CC(=NC1)N)N(C)C 5-chloro-N4,N4-dimethylpyridine-2,4-diamine